C(C)C1(C(CCCC1)=O)C(=O)OCC Ethyl 1-ethyl-2-oxocyclohexane-1-carboxylate